N-(4'-amino-3,3'-dimethoxy-[1,1'-biphenyl]-4-yl)-6-bromohexanamide NC1=C(C=C(C=C1)C1=CC(=C(C=C1)NC(CCCCCBr)=O)OC)OC